6-fluoro-4-[(8R)-8-methyl-3-(trifluoromethyl)-7,8-dihydro-5H-1,6-naphthyridin-6-yl]quinazoline FC=1C=C2C(=NC=NC2=CC1)N1CC=2C=C(C=NC2[C@@H](C1)C)C(F)(F)F